4-((2,6-dihydroxy-5'-methyl-4-pentyl-2'-(prop-1-en-2-yl)-[1,1'-biphenyl]-3-yl)sulfonyl)cyclohexan-1-one OC1=C(C(=CC(=C1S(=O)(=O)C1CCC(CC1)=O)CCCCC)O)C1=C(C=CC(=C1)C)C(=C)C